C(C)(C)(C)OC(=O)N1CC(CCC1)C1=NC(=C(C=C1)CC)OC 3-(5-ethyl-6-methoxypyridin-2-yl)piperidine-1-carboxylic acid tert-butyl ester